3-trifluoromethylbenzyl phosphate P(=O)(OCC1=CC(=CC=C1)C(F)(F)F)([O-])[O-]